6-methyl-8-(o-tolyl)-1,2,3,5-tetrahydro-s-indacene CC=1CC=2C=C3CCCC3=C(C2C1)C1=C(C=CC=C1)C